BrC1=NC(=CC(=C1NC1CN(CC1)C(=O)OC(C)(C)C)C)C(F)(F)F Tert-Butyl 3-((2-Bromo-4-Methyl-6-(Trifluoromethyl)Pyridin-3-Yl)Amino)Pyrrolidine-1-Carboxylate